ClC=1C2=C(N=CN1)NC=C2C=O 4-CHLORO-7H-PYRROLO[2,3-D]PYRIMIDINE-5-CARBALDEHYDE